P(=O)(OC1=CC=C(C=C1)C(C)C)(OC1=CC=C(C=C1)C(C)C)OOC(C1=CC=C(C=C1)C(C)(C)C)=O di(4-isopropylphenyl) p-tert-butylbenzoyloxy phosphate